2-Bromo-N-(3-iodophenyl)acrylamide BrC(C(=O)NC1=CC(=CC=C1)I)=C